ClC1=NC(=C2C(=N1)N(N=C2)[C@H]2[C@@H]([C@@H]([C@H](O2)COCP(O)(O)=O)O)O)N2CC(CC2)(F)F [(2R,3S,4R,5R)-5-[6-chloro-4-(3,3-difluoro-pyrrolidin-1-yl)-pyrazolo[3,4-d]-pyrimidin-1-yl]-3,4-dihydroxy-tetrahydro-furan-2-yl]methoxy-methylphosphonic acid